iron bislysinate N[C@@H](CCCCN)C(=O)[O-].N[C@@H](CCCCN)C(=O)[O-].[Fe+2]